C(#N)C(CCC(=O)O)(C)SC(=S)SC1=CC=CC=C1 4-cyano-4-[[(phenylthio)thiocarbonyl]thio]pentanoic acid